(R)-1-(2-bromo-4-chlorophenyl)-2,2,2-trifluoroethane-1-ol BrC1=C(C=CC(=C1)Cl)[C@H](C(F)(F)F)O